1-cyclobutyl-4-((1R,3s,5S,6r)-6-(1-isopropyl-3-(6-(trifluoromethyl)pyridin-2-yl)-1H-pyrazol-5-yl)bicyclo[3.1.0]hexan-3-yl)piperazine C1(CCC1)N1CCN(CC1)C1C[C@H]2C([C@H]2C1)C1=CC(=NN1C(C)C)C1=NC(=CC=C1)C(F)(F)F